1-[4-(4-methyl-1,3-thiazol-5-yl)phenyl]cyclopropan-1-amine hydrochloride Cl.CC=1N=CSC1C1=CC=C(C=C1)C1(CC1)N